NC1=C(C=CC=C1)C(F)(F)F 2-aminobenzotrifluoride